CC1=NC(=CC=C1)C#CC1=CC=C(C=C1)C1=NN(C=C1C1=CC=NC=C1)C 2-methyl-6-((4-(1-methyl-4-(pyridin-4-yl)-1H-pyrazol-3-yl)phenyl)ethynyl)pyridine